acetoxy-phosphorus C(C)(=O)O[P]